(3-((3-chloropropyl)(methyl)amino)propyl)carbamic acid tert-butyl ester C(C)(C)(C)OC(NCCCN(C)CCCCl)=O